OC1=C(C(=O)OC2C3(CCC(C2(C)C)C3)C)C=CC=C1 1,3,3-trimethylbicyclo[2.2.1]heptan-2-yl 2-hydroxybenzoate